1,3-Xylol C1(=CC(=CC=C1)C)C